2-((((((2S,5R)-2-carbamoyl-7-oxo-1,6-diazabicyclo[3.2.1]octane-6-yl) oxy) sulfonyl) oxy) methyl)-2-methylmalonate C(N)(=O)[C@H]1N2C(N([C@H](CC1)C2)OS(=O)(=O)OCC(C(=O)[O-])(C(=O)[O-])C)=O